FC=1C=C(C#N)C=C(C1N1N=C2C(=CC1=O)NN=C2C2=CC=C(C=C2)N2CCN(CC2)C2COC2)OC 3-fluoro-5-methoxy-4-(3-(4-(4-(oxetan-3-yl)piperazin-1-yl)phenyl)-6-oxo-1H-pyrazolo[4,3-c]pyridazin-5(6H)-yl)benzonitrile